4'-Chloro-5'-(4-(pyrimidin-2-yloxy)phenyl)-1',2'-dihydrospiro[cyclopentane-1,3'-pyrrolo[2,3-b]pyridin] ClC1=C2C(=NC=C1C1=CC=C(C=C1)OC1=NC=CC=N1)NCC21CCCC1